(1S,3R,4S)-2-(3-chloro-4H-thieno[3,2-b]pyrrole-5-carbonyl)-N-[(1R)-1-cyano-2-[(3R)-2-oxo-3-piperidyl]ethyl]-5,5-difluoro-2-azabicyclo[2.2.2]octane-3-carboxamide ClC1=CSC2=C1NC(=C2)C(=O)N2[C@@H]1CC([C@H]([C@@H]2C(=O)N[C@H](C[C@@H]2C(NCCC2)=O)C#N)CC1)(F)F